N-(3-hydroxycyclobutyl)picolinamide OC1CC(C1)NC(C1=NC=CC=C1)=O